BrC1=CC2=C(C=3N=CC=NC13)NC(C(=C2C2=C1C=NNC1=C(C=C2)F)Cl)=O 5-Bromo-8-chloro-7-(7-fluoro-1H-indazol-4-yl)-10H-pyrido[2,3-f]quinoxalin-9-one